CN(CCOC=1C(=C2CN(C(NC2=CC1)=O)C1CCC(CC1)C(=O)NC1=CC(=C(C=C1)C)OC)C)C (1s,4s)-4-(6-(2-(Dimethylamino)ethoxy)-5-methyl-2-oxo-1,2-dihydroquinazolin-3(4H)-yl)-N-(3-methoxy-4-methylphenyl)cyclohexanecarboxamide